Methyl 3-[[5-[2-[2-[tert-butyl(dimethyl)silyl]oxyethoxy]phenyl]-2,4-difluoro-phenyl]sulfamoyl]-5-chloro-4-methoxy-benzoate [Si](C)(C)(C(C)(C)C)OCCOC1=C(C=CC=C1)C=1C(=CC(=C(C1)NS(=O)(=O)C=1C=C(C(=O)OC)C=C(C1OC)Cl)F)F